3-(15-hydroxypentadecyl)-2,4,4-trimethylcyclohex-2-ene OCCCCCCCCCCCCCCCC1=C(CCCC1(C)C)C